1-heptyl-p-menthane-3,9-diol C(CCCCCC)C1(CC(C(CC1)C(CO)C)O)C